2,2-diethyl-3,3-dimethyl-butanedinitrile C(C)C(C#N)(C(C#N)(C)C)CC